FC(C(=O)O)(F)F.FC(C(=O)O)(F)F.FC(C(=O)O)(F)F.NC1CCC(CC1)CC(C)(C)NC[C@H](O)C1=NC(=CC=C1)C(F)(F)F (S)-2-((1-((1s,4R)-4-Aminocyclohexyl)-2-methylpropan-2-yl)amino)-1-(6-(trifluoromethyl)pyridin-2-yl)ethan-1-ol tris-trifluoroacetate